Cl.O=C1N(CCC1)CCCNCC(=O)O 2-{[3-(2-oxopyrrolidin-1-yl)propyl]amino}acetic acid hydrochloride salt